N-((5-bromo-6-methoxypyridin-2-yl)carbamoyl)benzamide BrC=1C=CC(=NC1OC)NC(=O)NC(C1=CC=CC=C1)=O